OC(C=C)(CCC=C(CCC=C(C)C)C)C 3-hydroxy-3,7,11-trimethyl-1,6,10-dodecatriene